2,5-diiodo-1,4-benzenediol IC1=C(C=C(C(=C1)O)I)O